ethyl diiodophosphate P(=O)(OCC)(I)I